Amino-phosphonic acid NP(O)(O)=O